FC1=C(C(=CC(=C1)OC)F)CN (2,6-difluoro-4-methoxyphenyl)methylamine